3-((2,4,5-trifluorobenzyl)oxy)-8,9,9a,10-tetrahydropyrimido[6',1':2,3]imidazo[1,5-c][1,3]oxazin-1(6H)-one FC1=C(COC2=NC(N3C(N4COCCC4C3)=C2)=O)C=C(C(=C1)F)F